1-bromo-2-[2-bromo-5-(2,6-diisopropylphenyl)phenoxy]-4-(2,6-diisopropylphenyl)benzene BrC1=C(C=C(C=C1)C1=C(C=CC=C1C(C)C)C(C)C)OC1=C(C=CC(=C1)C1=C(C=CC=C1C(C)C)C(C)C)Br